O1COC2=C1C=CC(=C2)C=2C=C1C(=NC2)N(N=C1NC(C(C)(C)C)=O)CC(C)C N-(5-(benzo[d][1,3]dioxol-5-yl)-1-isobutyl-1H-pyrazolo[3,4-b]pyridin-3-yl)pivalamide